Cl.Cl.FC=1C(=C(C(=O)N)C=CC1)C 3-fluoro-2-methylbenzamide dihydrochloride